dipropoxymethyl-(4-isopropenylphenyl)silane tert-Butyl-N-(4,8-difluoro-6-formyl-3,5,6,7-tetrahydrocyclopenta[f]benzimidazol-2-yl)carbamate C(C)(C)(C)OC(NC=1NC2=C(N1)C(=C1C(=C2F)CC(C1)C=O)F)=O.C(CC)OC(OCCC)[SiH2]C1=CC=C(C=C1)C(=C)C